Hexyl-lauric acid C(CCCCC)C(C(=O)O)CCCCCCCCCC